C(C1=CC=CC=C1)C=1NC(OC1)=O benzyl-2-oxazolone